C(CCCCC)OCCCC(=O)N(C)C 4-hexyloxy-N,N-dimethylbutanamide